C1OCC12CN(C2)C=2SC1=C(N2)C=C(C=C1)NC(=O)C=1C=CC2=C(CCO2)C1 2,3-dihydro-benzofuran-5-carboxylic acid [2-(2-oxa-6-aza-spiro[3.3]hept-6-yl)-benzothiazol-5-yl]-amide